CC(C)NCC(O)COC1C=CC=C2NC=CC=12 pindolol